(3R)-3-(2-Chlorothiazol-5-yl)-8-methyl-7-oxo-6-phenyl-2,3-dihydrothiazolo[3,2-a]pyrimidin-4-ium ClC=1SC(=CN1)[C@H]1CSC2=[N+]1C=C(C(N2C)=O)C2=CC=CC=C2